5,5,8-trimethyl-7-oxo-8-(prop-2-yn-1-yl)-5,6,7,8-tetrahydro-1,6-naphthyridine-2-carbonitrile CC1(C=2C=CC(=NC2C(C(N1)=O)(CC#C)C)C#N)C